N,N'-dibenzylethylene-diamine C(C1=CC=CC=C1)NCCNCC1=CC=CC=C1